C(C)(C)(C)OC(=O)N1[C@H](CN(CC1)CC1=C(C(=CC(=C1)C)NC=1OC(=NN1)C1=NSN=C1)C)C (2S)-4-[[2,5-dimethyl-3-[[5-(1,2,5-thiadiazol-3-yl)-1,3,4-oxadiazol-2-yl]amino]phenyl]methyl]-2-methyl-piperazine-1-carboxylic acid tert-butyl ester